7-bromo-6-chloro-4-(2,2-difluorocyclopropyl)cinnoline BrC1=C(C=C2C(=CN=NC2=C1)C1C(C1)(F)F)Cl